N(=[N+]=[N-])CC1=C(C=CC=C1)CCl 1-(azidomethyl)-2-(chloromethyl)benzene